FC1=CC(=C(C=C1C=1C=NC(=NC1)N1CCOCC1)NC(=O)C1=CNC(C=C1C(F)(F)F)=O)N1C[C@@H](CC1)N(C(C)C)C |r| N-[4-fluoro-5-(2-morpholin-4-ylpyrimidin-5-yl)-2-[rac-(3R)-3-[methyl(propan-2-yl)amino]pyrrolidin-1-yl]phenyl]-6-oxo-4-(trifluoromethyl)-1H-pyridine-3-carboxamide